1-(9-(4-fluorobenzyl)-1-methyl-β-carbolin-6-yl)-3-(4-fluorophenyl)urea FC1=CC=C(CN2C3=CC=C(C=C3C=3C=CN=C(C23)C)NC(=O)NC2=CC=C(C=C2)F)C=C1